N-[3-[(2,3-dihydroxypropyl)(3-decyloxypropyl)amino]propyl]oleamide OC(CN(CCCNC(CCCCCCC\C=C/CCCCCCCC)=O)CCCOCCCCCCCCCC)CO